methyl 2-acetoxy-4-(bromomethyl)benzoate C(C)(=O)OC1=C(C(=O)OC)C=CC(=C1)CBr